C(C1=CC=CC=C1)[Na] Benzylnatrium